(1R,5S,6r)-6-(((3,5-difluoropyridin-2-yl)oxy)methyl)-3-azabicyclo[3.1.0]Hexane hydrochloride Cl.FC=1C(=NC=C(C1)F)OCC1[C@H]2CNC[C@@H]12